ClC(CC)(O)C=1SC2=C(N1)C=CC(=C2)Cl chloro-1-(6-chlorobenzothiazol-2-yl)propan-1-ol